IC1=C(NC=2N=C(N=C(C21)C)N)C iodo-4,6-dimethyl-7H-pyrrolo[2,3-d]pyrimidin-2-amine